tert-butyl (S)-2-(7-chloro-2-pivaloyl-1,2,3,4-tetrahydroisoquinolin-5-yl)pyrrolidine-1-carboxylate ClC1=CC(=C2CCN(CC2=C1)C(C(C)(C)C)=O)[C@H]1N(CCC1)C(=O)OC(C)(C)C